N[13C@@H](CCSC)C(=O)O methionine-13C